FC(C=1N=CC(=NC1)NC1CC(C1)N)(F)F N1-(5-(trifluoromethyl)pyrazin-2-yl)cyclobutane-1,3-diamine